C(C)C(CC(=O)N[C@H](C(=O)O)CCN(CCCCC1=NC=2NCCCC2C=C1)CCOC1=C(C=CC=C1)OC)CC (S)-2-(3-ethylpentanamido)-4-((2-(2-methoxyphenoxy)ethyl)(4-(5,6,7,8-tetrahydro-1,8-naphthyridin-2-yl)butyl)amino)butanoic acid